5-(p-chlorophenyl)-6-(3-methyl-1-{[p-(trifluoromethyl)phenyl]methyl}-1H-pyrazol-4-yl)-4-pyrimidinylamine ClC1=CC=C(C=C1)C=1C(=NC=NC1C=1C(=NN(C1)CC1=CC=C(C=C1)C(F)(F)F)C)N